1,2-bisdocosahexaenoyl-sn-glycero-3-phosphocholine C(C=CC=CC=CC=CC=CC=CCCCCCCCCC)(=O)OC[C@@H](OC(C=CC=CC=CC=CC=CC=CCCCCCCCCC)=O)COP(=O)([O-])OCC[N+](C)(C)C